COC(C(C)OC)C=1C(=C2C(=NNC2=CC1)N)OC 5-(1,2-Dimethoxypropyl)-4-methoxy-1H-indazol-3-amine